ClC1(CC1)C(CNC(OC(C)(C)C)=O)=O tert-butyl [2-(1-chlorocyclopropyl)-2-oxoethyl]carbamate